BrC1=CC(=C(OC=2C=CC(=C(C2)S(=O)(=O)NCCC(C)O[Si](C)(C)C(C)(C)C)OC)C(=C1)Cl)Cl 5-(4-bromo-2,6-dichloro-phenoxy)-N-[3-[tert-butyl-(dimethyl)silyl]oxybutyl]-2-methoxy-benzenesulfonamide